C(C1=CC=CC=C1)O[C@H]1[C@H]([C@@H](O[C@]1(C)COCC1=CC=CC=C1)N1C(NC(C(=C1)C#N)=O)=O)OC(=S)OC1=CC=CC=C1 1-[(2R,3R,4S,5R)-4-benzyloxy-5-(benzyloxymethyl)-5-methyl-3-phenoxythiocarbonyloxy-tetrahydrofuran-2-yl]-2,4-dioxo-pyrimidine-5-carbonitrile